cyclohexyl α-hydroxyisobutyrate OC(C(=O)OC1CCCCC1)(C)C